NC1=NC(=NC(=N1)OC1=CC=CC=C1)NC1=CC=C(C#N)C=C1 4-((4-amino-6-phenoxy-1,3,5-triazin-2-yl)amino)benzonitrile